C(CCCCC)C1=CC=C(C=C1)C1(C2=CC(=CC=C2C=2SC=CC21)C=2SC=CC2)C2=CC=C(C=C2)CCCCCC 4,4-bis-(4-hexyl-phenyl)-6-thiophen-2-yl-4H-indeno[1,2-b]Thiophene